6-bromo-2-(3-(3,3-difluoro-1-((4-methyl-4H-1,2,4-triazol-3-yl)methyl)cyclobutyl)phenyl)-5-fluoro-4-(trifluoromethyl)isoindolin-1-one BrC1=C(C(=C2CN(C(C2=C1)=O)C1=CC(=CC=C1)C1(CC(C1)(F)F)CC1=NN=CN1C)C(F)(F)F)F